1-[1-[3-(2-amino-2-oxoethyl)phenyl]-3-tert-butyl-1H-pyrazol-5-yl]-3-(2,3-dichlorophenyl)urea NC(CC=1C=C(C=CC1)N1N=C(C=C1NC(=O)NC1=C(C(=CC=C1)Cl)Cl)C(C)(C)C)=O